C(C)(C)C1=C2C=3C(=CC(=CC3OC2=C(C=C1)C)CCCCC)O 5-isopropyl-8-methyl-2-pentyl-9-oxa-4-fluorenol